CN1OC(C2C1C(CC(C2)(C2=C(C=CC=C2)SC)C)C)(C)C 1,3,3,5,7-pentamethyl-5-(2-(methylthio)phenyl)octahydrobenzo[c]isoxazole